N-((1R,2S)-2-fluorocyclopropyl)-5-((1-(methyl-d3)-2-oxo-1,2-dihydropyridin-3-yl)amino)-7-(methylamino)pyrazolo[1,5-a]pyrimidine-3-carboxamide F[C@@H]1[C@@H](C1)NC(=O)C=1C=NN2C1N=C(C=C2NC)NC=2C(N(C=CC2)C([2H])([2H])[2H])=O